(S)-4-((2-methoxyethyl)(4-(5,6,7,8-tetrahydro-1,8-naphthyridin-2-yl)butyl)amino)-2-(((pentan-3-yloxy)carbonyl)amino)butanoic acid COCCN(CC[C@@H](C(=O)O)NC(=O)OC(CC)CC)CCCCC1=NC=2NCCCC2C=C1